N-{1-[2-(1-ethyl-3-methyl-1H-pyrazol-4-yl)quinolin-4-yl]ethyl}-2-methylbenzamide C(C)N1N=C(C(=C1)C1=NC2=CC=CC=C2C(=C1)C(C)NC(C1=C(C=CC=C1)C)=O)C